3-hydroxy-5-methyl-4-[7-(1-methyl-3-piperidyl)-1,8-naphthyridin-2-yl]benzamide OC=1C=C(C(=O)N)C=C(C1C1=NC2=NC(=CC=C2C=C1)C1CN(CCC1)C)C